C(#N)C1=CC=CC2=C1SC=C2\C=C(/C(=O)OCC2CC2)\C(=O)C2CC2 Cyclopropylmethyl (Z)-3-(7-cyanobenzo[b]thiophen-3-yl)-2-(cyclopropanecarbonyl)acrylate